2-(pyrido[3,2-d]pyrimidin-4-ylamino)butanoic acid N1=CN=C(C2=C1C=CC=N2)NC(C(=O)O)CC